(4-bromophenyl)(4-(4-(2-hydroxyethyl)piperidin-1-yl)phenyl)methanone methyl-6-chloro-5-(methylamino)-3-[(5-methyl-6-morpholino-3-pyridyl)amino]pyrazine-2-carboxylate COC(=O)C1=NC(=C(N=C1NC=1C=NC(=C(C1)C)N1CCOCC1)NC)Cl.BrC1=CC=C(C=C1)C(=O)C1=CC=C(C=C1)N1CCC(CC1)CCO